C(CCC)C1(CS(C2=C(N(C1)C1=CC=C(C=C1)NC(C(C)C)=O)C=C(C(=C2)O/C=C/C(=O)OCC)SC)(=O)=O)CCCC ethyl (E)-3-((3,3-dibutyl-5-(4-isobutyramidophenyl)-7-(methylthio)-1,1-dioxido-2,3,4,5-tetrahydro-1,5-benzothiazepin-8-yl)oxy)acrylate